NCCCCCC(=O)N1CCN(CC1)C=1C(=CC2=C(C(C=3NC4=CC(=CC=C4C3C2=O)C#N)(C)C)C1)CC 8-[4-(6-aminohexanoyl)piperazin-1-yl]-9-ethyl-6,6-dimethyl-11-oxo-5H,6H,11H-benzo[b]carbazole-3-carbonitrile